(2S,4s)-N-((1s,3s)-3-(3,5-dimethylphenyl)cyclobutyl)-N-ethyl-6-oxo-7-oxa-5-azaspiro[3.4]octane-2-carboxamide CC=1C=C(C=C(C1)C)C1CC(C1)N(C(=O)C1CC2(C1)NC(OC2)=O)CC